C1=C2C=3C4=C(COC3C=C1)C=CC=C4OC2 5,10-dihydrochromeno[5,4,3-cde]chromene